CC=1NC(=C(C1C(=O)OC)C)C(NC1=CC(=CC=C1)S(NC1=CC(=CC=C1)C(F)(F)F)(=O)=O)=O methyl 2,4-dimethyl-5-((3-(N-(3-(trifluoromethyl)phenyl)sulfamoyl)phenyl)carbamoyl)-1H-pyrrole-3-carboxylate